CN1C(=NN=C1)S[C@@H](C)C=1C=C(C=CC1)C1=CC(=NO1)C1=CC=C(C=C1)CO (S)-(4-(5-(3-(1-(4-methyl-4H-1,2,4-triazol-3-ylsulfanyl)ethyl)phenyl)isoxazol-3-yl)phenyl)methanol